ClC1=CC=C(C(=N1)C(=O)O)N[C@H](C)C1=C2N=C(C(=NC2=CC(=C1)C)C#N)N1[C@@H](CC(C1)(F)F)C 6-chloro-3-(((R)-1-(2-cyano-3-((R)-4,4-difluoro-2-methylpyrrolidin-1-yl)-7-methylquinoxalin-5-yl)ethyl)amino)picolinic acid